(R)-2-[(4-amino-5-benzoyl-thiazol-2-yl)-(1-methylpyrazol-4-yl)amino]propanamide NC=1N=C(SC1C(C1=CC=CC=C1)=O)N([C@@H](C(=O)N)C)C=1C=NN(C1)C